2-heptadecenyl-4-methylimidazole C(=CCCCCCCCCCCCCCCC)C=1NC=C(N1)C